[F-].CN1C=COC=C1 4-methyl-4H-1,4-oxazine fluoride